tert-butyl (2S,4R)-2-(cyanomethyl)-4-(2,3-dichloro-6-methoxyphenyl)pyrrolidine-1-carboxylate C(#N)C[C@H]1N(C[C@H](C1)C1=C(C(=CC=C1OC)Cl)Cl)C(=O)OC(C)(C)C